4-chloro-3-(7-chloro-6-(4-methylpiperazin-1-yl)-4-oxo-1,4-dihydroquinolin-2-yl)benzonitrile ClC1=C(C=C(C#N)C=C1)C=1NC2=CC(=C(C=C2C(C1)=O)N1CCN(CC1)C)Cl